tert-butyl 3-(2-(5-(hydroxymethyl)-1H-1,2,4-triazol-1-yl)ethyl)benzoate OCC1=NC=NN1CCC=1C=C(C(=O)OC(C)(C)C)C=CC1